C(C)(C)(C)OC(=O)N1C[C@@H]2COC3=C(C(N2CC1)=O)C(=NC(=C3F)C3=C(C=CC=C3O)F)F (6aR)-8-tert-Butoxycarbonyl-1,4-difluoro-3-(2-fluoro-6-hydroxyphenyl)-6,6a,7,8,9,10-hexahydro-12H-pyrazino[2,1-c]pyrido[3,4-f][1,4]oxazepin-12-one